N-(2-hydroxybutyl)acetamide OC(CNC(C)=O)CC